2-((E)-styryl)-4-(thiophen-2-ylmethylene)oxazol-5(4H)-one C(=C\C1=CC=CC=C1)/C=1OC(C(N1)=CC=1SC=CC1)=O